FC1=C(C(=CC2=C1C[C@@H](CS2)NCCC)O)N2CC(NS2(=O)=O)=O 5-[(3S)-5-fluoro-7-hydroxy-3-(propylamino)-3,4-dihydro-2H-1-benzothiopyran-6-yl]-1λ6,2,5-thiadiazolidine-1,1,3-trione